N-(tert-butyl)-5-isobutyl-4-methyl-3-(2-methyl-4-((2-methyl-1H-imidazol-1-yl)methyl)phenyl)Thiophene-2-sulfonamide C(C)(C)(C)NS(=O)(=O)C=1SC(=C(C1C1=C(C=C(C=C1)CN1C(=NC=C1)C)C)C)CC(C)C